(S)-N-(4-(4-((5-(3-(dimethyl-amino)piperidin-1-yl)pyridin-2-yl)amino)-5-oxo-5,6-dihydro-1,6-naphthyridin-2-yl)-3-fluorophenyl)cyclohexane-carboxamide CN([C@@H]1CN(CCC1)C=1C=CC(=NC1)NC1=CC(=NC=2C=CNC(C12)=O)C1=C(C=C(C=C1)NC(=O)C1CCCCC1)F)C